(+/-)-2-((trans-3-ethylpiperidin-4-yl)oxy)-5-isopropoxypyridine C(C)[C@@H]1CNCC[C@H]1OC1=NC=C(C=C1)OC(C)C |r|